CC1=C(C=CC=C1C2=CC=CC=C2)COC(=O)[C@@H]3[C@@H](C3(C)C)/C=C(/C(F)(F)F)\\Cl The molecule is a carboxylic ester obtained by formal condensation of cis-3-(2-chloro-3,3,3-trifluoroprop-1-enyl)-2,2-dimethylcyclopropanecarboxylic acid and [(2-methyl-1,1'-biphenyl)-3-yl]methanol. It has a role as a pyrethroid ester insecticide and a pyrethroid ester acaricide. It is an organochlorine compound, an organofluorine compound and a cyclopropanecarboxylate ester. It derives from a cis-chrysanthemic acid.